(S)-N-(6-chloro-4-(1-methoxyethyl)-1,5-naphthyridin-3-yl)-N'-(5-(difluoromethyl)-6-(2H-1,2,3-triazol-2-yl)pyridin-3-yl)urea ClC=1N=C2C(=C(C=NC2=CC1)NC(=O)NC=1C=NC(=C(C1)C(F)F)N1N=CC=N1)[C@H](C)OC